NC1=C(SC(=C1)C1=C(C=CC=C1)Cl)C(=O)OC methyl 3-amino-5-(2-chlorophenyl)thiophene-2-carboxylate